FC=1C=C2C(=C(/C(/C2=CC1)=C/C1=CC=C(C=C1)OC1=CC=C(C=C1)F)CC1=CC=CC=C1)CC(=O)O 2-[(1Z)-5-fluoro-2-benzyl-1-({4-[4-fluorophenoxy]phenyl}methylene)-1H-inden-3-yl]acetic acid